C(C)(C)OC1=CC=C2C(=NC(=NC2=C1)O)O 7-isopropoxyquinazoline-2,4-diol